FC(S(=O)(=O)O)(F)F.N1CC(CCC1)=O 3-piperidinone trifluoromethanesulfonate